O[C@]1(CCN(CC12CCCC2)C(=O)N2[C@@H](CNCC2)C2=CC=CC=C2)CN2C=NC(=CC2=O)C2=C(C=CC=C2)C 3-(((S)-10-Hydroxy-7-((R)-2-phenylpiperazine-1-carbonyl)-7-azaspiro[4.5]decan-10-yl)methyl)-6-(o-tolyl)pyrimidin-4(3H)-one